CC=1CCCC2=C(CCCC12)C 4,8-dimethyl-1,2,3,5,6,7-hexahydronaphthalene